ClC1=C(C=CC=C1Cl)SC=1N=CC(=NC1C)N1CCC(CC1)(C)N(C(OC(C)(C)C)=O)C tert-butyl (1-(5-((2,3-dichlorophenyl)thio)-6-methylpyrazin-2-yl)-4-methylpiperidin-4-yl)(methyl)carbamate